COC(=O)C1=C(N(C(C=C1)=O)C1(CC1)C(F)F)C(=O)N(NC(=O)OC(C)(C)C)C (2-(tert-Butoxycarbonyl)-1-methylhydrazine-1-carbonyl)-1-(1-(difluoromethyl)cyclopropyl)-6-Oxo-1,6-dihydropyridine-3-carboxylic acid methyl ester